O=C1C=2C=CC(=NC2CCC1)C(=O)N 5-oxo-5,6,7,8-tetrahydroquinoline-2-carboxamide